N1=CN=CC2=C1C=CC=N2 pyridino[3,2-d]pyrimidine